NC1=NC=2C=C(C(=CC2C2=C1C=NN2C)C(=O)N(C2CC2)CC2=NC=C(C(=C2)Cl)C#CC2=CN=C1N2N=CC=C1)F 4-amino-N-((4-chloro-5-(imidazo[1,2-b]pyridazin-3-ylethynyl)pyridin-2-yl)methyl)-N-cyclopropyl-7-fluoro-1-methyl-1H-pyrazolo[4,3-c]quinoline-8-carboxamide